O=C1N(CC2=C1N(C=1N(C2=O)N=C(C1)NC(C)C)CC(=O)NC1=NC=C(C=C1)F)C(C)C 2-[5,8-dioxo-6-(propan-2-yl)-2-(propan-2-ylamino)-5,6,7,8-tetrahydro-4H-pyrazolo[1,5-a]pyrrolo[3,4-d]pyrimidin-4-yl]-N-(5-fluoropyridin-2-yl)acetamide